(l)-2-amino-5-bromo-N-((3R,6S)-6-(hydroxymethyl)tetrahydro-2H-pyran-3-yl)nicotinamide NC1=C(C(=O)N[C@H]2CO[C@@H](CC2)CO)C=C(C=N1)Br